2-(2-(cyclopropanesulfonamido)thiazol-4-yl)-N-(2-methoxy-4-(pyridin-3-yl)phenyl)-2-methylpropanamide C1(CC1)S(=O)(=O)NC=1SC=C(N1)C(C(=O)NC1=C(C=C(C=C1)C=1C=NC=CC1)OC)(C)C